(S)-10-((5-chloro-2-(3-(difluoromethyl)azetidin-1-yl)pyrimidin-4-yl)amino)-2-cyclopropyl-3,3-difluoro-7-methyl-1,2,3,4-tetrahydro-[1,4]oxazepino[2,3-c]quinolin-6(7H)-one ClC=1C(=NC(=NC1)N1CC(C1)C(F)F)NC1=CC=2C3=C(C(N(C2C=C1)C)=O)OCC([C@@H](N3)C3CC3)(F)F